7-[phosphorylmethyl]-1,4,7,10-tetraazacyclododecane-1,4,10-triacetic acid P(=O)#CN1CCN(CCN(CCN(CC1)CC(=O)O)CC(=O)O)CC(=O)O